F[C@@H]1[C@@H](CN(CC1)CC=1C=C(C=2N(C1)C=CN2)C(=O)NC=2C=NC=C(C2)C2(CC(C2)C)C2=NN=CN2C)C 6-(((3R,4S)-4-fluoro-3-methylpiperidin-1-yl)methyl)-N-(5-((1s,3S)-3-methyl-1-(4-methyl-4H-1,2,4-triazol-3-yl)cyclobutyl)pyridin-3-yl)imidazo[1,2-a]pyridine-8-carboxamide